3-((tert-butoxycarbonyl)amino)piperidine-1-carboxylic acid benzyl ester C(C1=CC=CC=C1)OC(=O)N1CC(CCC1)NC(=O)OC(C)(C)C